N1N=C(C=C1)C(=O)OC.C(CCC)OC1=CC=2C3=CC(=C(C=C3C3=CC(=C(C=C3C2C=C1OCCCC)OCCCC)OCCCC)OCCCC)OCCCC 2,3,6,7,10,11-hexabutoxy triphenylene methyl 1H-pyrazole-3-carboxylate